BrCCCOC=1C(=C(C=CC1)C1=C(C(=CC=C1)C=1SC=2CN(CCC2N1)CCO)C)C 2-(2-(3'-(3-bromopropyloxy)-2,2'-dimethyl-[1,1'-biphenyl]-3-yl)-6,7-dihydrothiazolo[5,4-c]pyridin-5(4H)-yl)ethanol